4-[(1E)-1-(hydroxyimino)-2,3-dihydro-1H-inden-5-yl]-2-(trifluorometh-yl)phenol O\N=C\1/CCC2=CC(=CC=C12)C1=CC(=C(C=C1)O)C(F)(F)F